(4-methoxycyclohexyl)(4-(((2R,3R,4R,5S)-3,4,5-trihydroxy-2-(hydroxymethyl)piperidin-1-yl)methyl)piperidin-1-yl)methanone COC1CCC(CC1)C(=O)N1CCC(CC1)CN1[C@@H]([C@H]([C@@H]([C@H](C1)O)O)O)CO